ClC1=NC(=NC(=C1)C=1OC=CC1)N 4-chloro-6-(furan-2-yl)pyrimidin-2-amine